C1(CC1)C(CCC(=O)OC(C)(C)C)=O Tert-butyl 4-cyclopropyl-4-oxobutanoate